cyclopropyl-(4-(5,6-diphenylpyrazin-2-yl)piperazin-1-yl)methanone C1(CC1)C(=O)N1CCN(CC1)C1=NC(=C(N=C1)C1=CC=CC=C1)C1=CC=CC=C1